O-(N-succinimidyl)-N,N,N',N'-tetramethyluronium tetrafluoroborate [B-](F)(F)(F)F.CN(C)C(=[N+](C)C)ON1C(=O)CCC1=O